ClC=1C=CC(=NC1)COC1=NN=C(S1)NC(=O)C1=CC(=NC=C1C1=C(C=CC=C1)OC)C N-[5-[(5-chloropyridin-2-yl)methoxy]-1,3,4-thiadiazol-2-yl]-5-(2-methoxyphenyl)-2-methylpyridine-4-carboxamide